2-(8-bromo-7-fluoro-2-oxoquinolin-1(2H)-yl)acetic acid ethyl ester C(C)OC(CN1C(C=CC2=CC=C(C(=C12)Br)F)=O)=O